2-(2,3,4-tris(10-methylphenazin-5(10H)-yl)phenyl)benzo[d]oxazole CN1C2=CC=CC=C2N(C=2C=CC=CC12)C1=C(C=CC(=C1N1C=2C=CC=CC2N(C2=CC=CC=C12)C)N1C=2C=CC=CC2N(C2=CC=CC=C12)C)C=1OC2=C(N1)C=CC=C2